C1(CC1)C1=NC=NC(=C1C1=NC=C(C(=N1)OCC1=CC=C(C=C1)C=1N(C=C(N1)C(F)(F)F)C)C=1N=COC1)OC 4-[2-(4-cyclopropyl-6-methoxy-pyrimidin-5-yl)-4-[[4-[1-methyl-4-(trifluoromethyl)imidazol-2-yl]phenyl]methoxy]pyrimidin-5-yl]oxazole